(9H-fluoren-9-yl)methyl (1-((2,2-diethoxyethyl)(4-methoxybenzyl)amino)-1-oxopropan-2-yl)carbamate C(C)OC(CN(C(C(C)NC(OCC1C2=CC=CC=C2C=2C=CC=CC12)=O)=O)CC1=CC=C(C=C1)OC)OCC